2-(3-(4-(benzo[d]thiazol-7-yl)phenyl)-2-oxotetrahydropyrimidin-1(2H)-yl)-4-methylthiazole-5-sulfonamide S1C=NC2=C1C(=CC=C2)C2=CC=C(C=C2)N2C(N(CCC2)C=2SC(=C(N2)C)S(=O)(=O)N)=O